C(C)(C)C1=C(NC2=NC=C(N=C21)C2CCN(CC2)CCS(=O)(=O)C)C=2C(=C(C=1N(C2)N=CN1)C)C 6-(7-isopropyl-2-(1-(2-(methylsulfonyl)ethyl)piperidin-4-yl)-5H-pyrrolo[2,3-b]pyrazin-6-yl)-7,8-dimethyl-[1,2,4]triazolo[1,5-a]pyridine